FC(C=1C=CC(=NC1)OC1=CC=C(C=C1)C1=CC=CC(=N1)[C@@H](CO)O)(F)F (S)-1-(6-(4-((5-(Trifluoromethyl)pyridin-2-yl)oxy)phenyl)pyridin-2-yl)ethan-1,2-diol